(R)-3-METHYLPENT-4-ENAL C[C@H](CC=O)C=C